CN1C(=NC=C1C(=O)NC1CCC(CC1)NC1=CC=CC=2N1C=C(N2)C(F)(F)F)C 1,2-dimethyl-N-[(1s,4s)-4-{[2-(trifluoromethyl)imidazo[1,2-a]pyridin-5-yl]amino}cyclohexyl]-1H-imidazole-5-carboxamide